2-hydroxy-3-octanethiol OC(C)C(CCCCC)S